3-(naphthalen-2-yloxy)azetidine hydrochloride Cl.C1=C(C=CC2=CC=CC=C12)OC1CNC1